1-(6-tert-butylpyridin-2-yl)-6-(1,2,3,4-tetrahydroisoquinolin-7-ylamino)-2-(2,2,2-trifluoroethyl)-1H-pyrazolo[3,4-d]pyrimidin-3(2H)-one C(C)(C)(C)C1=CC=CC(=N1)N1N(C(C=2C1=NC(=NC2)NC2=CC=C1CCNCC1=C2)=O)CC(F)(F)F